N1C=NC2=C1C=C(C=C2)N2C(NCC2C2CCN(CC2)C2=CC=CC=C2)=O 1-(1H-benzo[d]imidazol-6-yl)-5-(1-phenylpiperidin-4-yl)imidazolidin-2-one